tert-butyl N-tert-butoxycarbonyl-N-[2-[2-[2-[2-(2-oxoethoxy) ethoxy]ethoxy] ethoxy]ethyl]carbamate C(C)(C)(C)OC(=O)N(C(OC(C)(C)C)=O)CCOCCOCCOCCOCC=O